[Br-].C(CCCCC)P(CCCCCCCCCCCCCC)(CCCCCC)CCCCCC trihexyl-(tetradecyl)phosphine bromide